FC(CC)(F)C1=NC(=CC(=N1)O)O 2-(1,1-Difluoropropyl)pyrimidine-4,6-diol